(1R,2S,5S)-3-((benzyloxy)carbonyl)-8-(5H-dibenzo[b,f]azepine-5-carbonyl)-3,8-diazabicyclo[3.2.1]octane-2-carboxylic acid C(C1=CC=CC=C1)OC(=O)N1[C@@H]([C@H]2CC[C@@H](C1)N2C(=O)N2C1=C(C=CC3=C2C=CC=C3)C=CC=C1)C(=O)O